Dibenzyl sulfide C(C1=CC=CC=C1)SCC1=CC=CC=C1